2-chloro-5-((8-(2-chloro-4-(2-(piperazin-1-yl)ethoxy)phenyl)-6-(1-methylcyclopropoxy)-9H-purin-9-yl)methyl)thiazole ClC=1SC(=CN1)CN1C2=NC=NC(=C2N=C1C1=C(C=C(C=C1)OCCN1CCNCC1)Cl)OC1(CC1)C